N-(5-((1r,3r)-3-(((4-cyclopropylisothiazol-3-yl)oxy)methyl)cyclobutyl)-1H-pyrazol-3-yl)-2-(3-methylisoxazol-5-yl)acetamide C1(CC1)C=1C(=NSC1)OCC1CC(C1)C1=CC(=NN1)NC(CC1=CC(=NO1)C)=O